6-(4-(methylsulfonyl)phenyl)-2-(1-(methylsulfonyl)piperidin-4-yl)imidazo[2,1-b][1,3,4]thiadiazole CS(=O)(=O)C1=CC=C(C=C1)C=1N=C2SC(=NN2C1)C1CCN(CC1)S(=O)(=O)C